trans-4-[(6-cyano-4-fluoro-3-methyl-indazol-1-yl)methyl]cyclohexanecarboxylic acid C(#N)C1=CC(=C2C(=NN(C2=C1)C[C@@H]1CC[C@H](CC1)C(=O)O)C)F